tert-butyl-dimethyl-[2-[5-tributylstannyl-4-(trifluoromethyl)thiazol-2-yl]cyclopentoxy]silane C(C)(C)(C)[Si](OC1C(CCC1)C=1SC(=C(N1)C(F)(F)F)[Sn](CCCC)(CCCC)CCCC)(C)C